NC1=CC(=C2C(C(CCCCC[C@](C3=NN=C(C1=N2)O3)(C(F)(F)F)O)(C)C)=O)C(F)(F)F (6S)-17-amino-6-hydroxy-12,12-dimethyl-6,15-bis(trifluoromethyl)-19-oxa-3,4,18-triazatricyclo[12.3.1.12,5]nonadeca-1(18),2,4,14,16-pentaen-13-one